1-(4-(2-benzothiazolyl)phenyl)-5-(4-methylphenyl)-1,4-pentadien-3-one S1C(=NC2=C1C=CC=C2)C2=CC=C(C=C2)C=CC(C=CC2=CC=C(C=C2)C)=O